N-i-propyl-acrylamide C(C)(C)NC(C=C)=O